(R)-N'-((6-ethyl-1-methyl-1H-indazol-7-yl)carbamoyl)-5-(2-hydroxy-propan-2-yl)thiazole-2-sulfonimidamide C(C)C1=CC=C2C=NN(C2=C1NC(=O)N=[S@](=O)(N)C=1SC(=CN1)C(C)(C)O)C